3-((7-(3-((S)-3-fluoropyrrolidine-1-carbonyl)-4-methyl-6-(trifluoromethyl)pyridin-2-yl)thieno[3,2-b]pyridin-2-yl)methyl)-6,6-dimethyl-3-azabicyclo[3.1.0]hexane-2,4-dione hydrochloride Cl.F[C@@H]1CN(CC1)C(=O)C=1C(=NC(=CC1C)C(F)(F)F)C1=C2C(=NC=C1)C=C(S2)CN2C(C1C(C1C2=O)(C)C)=O